ClC=1C=CC(=NC1)C1=NN(C2=CN=C(C=C21)C2=C(C=C(CN(C(OC(C)(C)C)=O)C)C=C2F)F)COCC[Si](C)(C)C tert-Butyl 4-(3-(5-chloropyridin-2-yl)-1-((2-(trimethylsilyl)ethoxy)methyl)-1H-pyrazolo[3,4-c]pyridin-5-yl)-3,5-difluorobenzyl(methyl)carbamate